N-(2-(1-((2-(2,4-dioxotetrahydropyrimidin-1(2H)-yl)pyridin-4-yl)methyl)piperidin-4-yl)-6-methoxy-2H-indazol-5-yl)-6-(trifluoromethyl)nicotinamide O=C1N(CCC(N1)=O)C1=NC=CC(=C1)CN1CCC(CC1)N1N=C2C=C(C(=CC2=C1)NC(C1=CN=C(C=C1)C(F)(F)F)=O)OC